FC(C(=O)O)(F)F.FC1=C(C=C(C=C1)C=1C=C2C(=NC1)C=NN2CC=2N=NC=CC2)C 6-(4-Fluoro-3-methyl-phenyl)-1-(pyridazin-3-ylmethyl)pyrazolo[4,3-b]pyridine trifluoroacetate salt